C(C)(C)(C)OC(C=CC1=CC=C(C=C1)C1=CC(=C(C=C1)OC(C)C(=O)OCC)C12CC3CC(CC(C1)C3)C2)=O 3-[3'-Adamantan-1-yl-4'-(1-ethoxycarbonylethoxy)-biphenyl-4-yl]-acrylic acid tert-butyl ester